COC1NCCN1 2-methoxyimidazolidine